FC(C(C(F)(F)N(C(F)(F)F)C(C(C(C(F)(F)F)(F)F)(F)F)(F)F)(F)F)(C(F)(F)F)F Bis(nonafluorobutyl)-(trifluoromethyl)amin